3-(2-((2-chlorophenyl)thio)quinolin-6-yl)-8-methoxy-2-thioxo-2,3-dihydro-4H-pyrido[2,3-e][1,3]oxazin-4-one ClC1=C(C=CC=C1)SC1=NC2=CC=C(C=C2C=C1)N1C(OC2=C(C1=O)N=CC=C2OC)=S